1-phenyl-3-(4-trifluoromethylphenyl)-2,3-epoxy-1-propanone C1(=CC=CC=C1)C(C1C(O1)C1=CC=C(C=C1)C(F)(F)F)=O